C(C)(=O)OC=1C=CC=C2C(=CNC12)CCN1CCCC1 3-(2-(pyrrolidin-1-yl) ethyl)-1H-indol-7-yl acetate